tert-butyl (4-chloropyrimidin-2-yl)(1-methyl-1H-pyrazol-5-yl)carbamate ClC1=NC(=NC=C1)N(C(OC(C)(C)C)=O)C1=CC=NN1C